CN(C1=CC=C(CCNC(C2=C(C=C(C=C2)F)C(=O)N2CCC(CC2)OC2=NC=C(C=C2)C2=CC=C(C=C2)N2CCN(CC2)C)=O)C=C1)C N-(4-(dimethylamino)phenethyl)-4-fluoro-2-(4-((5-(4-(4-methylpiperazin-1-yl)phenyl)pyridin-2-yl)oxy)piperidine-1-carbonyl)benzamide